4-((5-fluoropyridin-2-yl)methoxy-d2)-1-(5-methyl-2,3,4,5-tetrahydro-1H-pyrido[4,3-b]indol-7-yl-3,3-d2)pyridin-2(1H)-one FC=1C=CC(=NC1)C(OC1=CC(N(C=C1)C=1C=CC=2C3=C(N(C2C1)C)CC(NC3)([2H])[2H])=O)([2H])[2H]